2-Mercapto-5-benzimidazolesulfonic acid sodium salt dihydrate O.O.[Na+].SC=1NC2=C(N1)C=CC(=C2)S(=O)(=O)[O-]